5-(5-(3,5-dichlorophenyl)-5-(trifluoromethyl)-4,5-dihydroisoxazol-3-yl)-3-methyl-N-propyl-5,6-dihydro-4H-thieno[2,3-c]pyrrole-2-carboxamide ClC=1C=C(C=C(C1)Cl)C1(CC(=NO1)N1CC2=C(C1)C(=C(S2)C(=O)NCCC)C)C(F)(F)F